CN(C(=O)CN(S(=O)(=O)C)C1=CC=C(N\C(\C2=CC=CC=C2)=C\2/C(NC3=CC(=CC=C23)C(=O)OC)=O)C=C1)C 3-Z-[1-(4-(N-dimethylaminocarbonylmethyl-N-methylsulfonyl-amino)-anilino)-1-phenyl-methylene]-6-methoxycarbonyl-2-indolinone